BrC=1C=C(C=CC1O)C[C@@H](C(=O)OC)NC(=O)OC(C)(C)C methyl (S)-3-(3-bromo-4-hydroxyphenyl)-2-((tert-butoxycarbonyl)amino)propanoate